methylenebis(cyclohexane-1,2-dicarboxylic acid) C(C1(C(CCCC1)C(=O)O)C(=O)O)C1(C(CCCC1)C(=O)O)C(=O)O